6-(3-amino-6-(4-((3S,5R)-3,4,5-trimethylpiperazin-1-yl)phenyl)pyrazin-2-yl)-3,4-dihydroisoquinolin-1(2H)-one NC=1C(=NC(=CN1)C1=CC=C(C=C1)N1C[C@@H](N([C@@H](C1)C)C)C)C=1C=C2CCNC(C2=CC1)=O